3-((5-chloropyridin-2-yl)methyl)-1-(4-(pyridin-4-yl)phenyl)pyrrolidin-2-one ClC=1C=CC(=NC1)CC1C(N(CC1)C1=CC=C(C=C1)C1=CC=NC=C1)=O